CC(C)(C)C1=CC=C(C=C1)[S+](C1=CC=CC=C1)C1=CC=CC=C1 [4-(1,1-dimethylethyl)phenyl]diphenyl-sulfonium